2,4,6-tri-p-tolyl-1,3,5-triazine C1(=CC=C(C=C1)C1=NC(=NC(=N1)C1=CC=C(C=C1)C)C1=CC=C(C=C1)C)C